O=C1C2CCC1CC2 7-oxonorbornane